N1N=CC=C1C=1C=C(C=CC1)C1=C(C=C2C(=NC=NC2=C1)N1CCN(CC1)C(C=C)=O)Cl 1-(4-(7-(3-(1H-pyrazol-5-yl)phenyl)-6-chloro-quinazolin-4-yl)piperazin-1-yl)prop-2-en-1-one